BENZODIOXEPIN-3-ONE O1OC(C=CC2=C1C=CC=C2)=O